4-[(2R)-3-(3,4-dihydro-1H-isoquinolin-2-yl)-2-hydroxy-propyl]-8-[[2-(hydroxymethyl)-1-piperidyl]methyl]-2,3-dihydro-1,4-benzoxazepin-5-one C1N(CCC2=CC=CC=C12)C[C@H](CN1CCOC2=C(C1=O)C=CC(=C2)CN2C(CCCC2)CO)O